N-[(3S,4S)-8-(5-bromopyrazin-2-yl)-3-Methyl-2-oxa-8-azaspiro[4.5]dec-4-yl]carbamic acid tert-butyl ester C(C)(C)(C)OC(N[C@@H]1[C@@H](OCC12CCN(CC2)C2=NC=C(N=C2)Br)C)=O